tert-butyl 6-(4,4,5,5-tetramethyl-1,3,2-dioxaborolan-2-yl)-3,4-dihydropyridine-1-carboxylate CC1(OB(OC1(C)C)C1=CCCCN1C(=O)OC(C)(C)C)C